(4-{[1-({3-[(2S)-2-Amino-3-oxo-3-{[1-oxo-1-(propan-2-ylamino)propan-2-yl]oxy}propyl]phenyl}sulfonyl)-3-phenylazetidin-3-yl]oxy}phenyl)boronic acid, monohydrochloride Cl.N[C@@H](CC=1C=C(C=CC1)S(=O)(=O)N1CC(C1)(C1=CC=CC=C1)OC1=CC=C(C=C1)B(O)O)C(OC(C(NC(C)C)=O)C)=O